1-Hexyl-3,7-dimethylxanthine C(CCCCC)N1C(=O)N(C=2N=CN(C2C1=O)C)C